CC1=C(C=C(C=C1)NC1=NC2=C(C=CC=C2C=N1)C1=CC=CC=C1)NC(=O)C1=CC=C(C(=O)OCC)C=C1 ethyl 4-((2-methyl-5-((8-phenylquinazolin-2-yl)amino)phenyl)carbamoyl)benzoate